tertbutyl (3R)-3-[(1S)-1-[(3-aminophenyl)methyl]-2-tert-butoxy-2-oxo-ethyl]pyrrolidine-1-carboxylate NC=1C=C(C=CC1)C[C@H](C(=O)OC(C)(C)C)[C@@H]1CN(CC1)C(=O)OC(C)(C)C